C(#N)CCOCCCOCCC#N 1,3-Bis-(2-cyanoethoxy)-propan